N-[(2S,3S,5S)-3-hydroxy-5-[(2S)-3-methyl-2-{[methyl({[2-(propan-2-yl)-1,3-thiazol-4-yl]methyl})carbamoyl]amino}butanamido]-1,6-diphenylhexan-2-yl]carbamate O[C@H]([C@H](CC1=CC=CC=C1)NC([O-])=O)C[C@H](CC1=CC=CC=C1)NC([C@H](C(C)C)NC(N(CC=1N=C(SC1)C(C)C)C)=O)=O